3-benzyl-2-((2-(4-methylpiperidin-1-yl)-2-oxoethyl)thio)-6,7-dihydrothieno[3,2-d]pyrimidin-4(3H)-one C(C1=CC=CC=C1)N1C(=NC2=C(C1=O)SCC2)SCC(=O)N2CCC(CC2)C